ClC1=C(C(=CC=C1)Cl)/C=C/C(=O)O (E)-3-(2,6-dichlorophenyl)acrylic acid